NC1=C(C=NN1)C(=O)NC1=CC=C(C=C1)C(C)C 5-amino-N-(4-isopropylphenyl)-1H-pyrazole-4-carboxamide